C(C)(C)C=1C=NN2C1N=C(N=C2NC2CCNCC2)C 8-isopropyl-2-methyl-N-(piperidin-4-yl)pyrazolo[1,5-a][1,3,5]triazin-4-amine